CC(CO)CC(CC(CC(CC(CC(CC(CC(C)C)C)C)C)C)C)C 2,4,6,8,10,12,14,16-octamethylheptadecanol